(S)-1-((5-(4-methoxybenzyl)-4,5,6,7-tetrahydropyrazolo[1,5-a]pyrazin-2-yl-4,4-d2)methoxy-d2)propan-2-amine COC1=CC=C(CN2C(C=3N(CC2)N=C(C3)C(OC[C@H](C)N)([2H])[2H])([2H])[2H])C=C1